(6aR)-N,N-diethyl-4,6,6a,7,8,9-hexahydroindolo[4,3-fg]quinoline-9-carboxamide hydrochloride Cl.C(C)N(C(=O)C1CN[C@@H]2CC=3C4=C(C2=C1)C=CC=C4NC3)CC